FC(C1=CC=C(C(=C1C=1CCCC2=C(C1C1=CC=C(C=C1)CC1CN(C1)CCCF)C=CC=C2)F)F)F 8-(6-(Difluoromethyl)-2,3-difluorophenyl)-9-(4-((1-(3-fluoropropyl)azetidin-3-yl)methyl)phenyl)-6,7-dihydro-5H-benzo[7]annulen